N,N-disuccinimidyl carbonate C1CC(=O)N(C1=O)OC(=O)ON2C(=O)CCC2=O